5-((((6-(2-chloro-3-(3-chloro-4-((3-fluoro-4-((3-(hydroxymethyl)azetidin-1-yl)methyl)pyridin-2-yl)amino)pyridin-2-yl)phenyl)-2-methoxypyridin-3-yl)methyl)amino)methyl)pyrrolidin-2-one ClC1=C(C=CC=C1C1=NC=CC(=C1Cl)NC1=NC=CC(=C1F)CN1CC(C1)CO)C1=CC=C(C(=N1)OC)CNCC1CCC(N1)=O